CC=1N=CC(=NC1)N[C@@H]1C[C@H](CC1)NC1=CC=C(C=N1)N1C(C=CC=C1)=O 6'-(((1S,3S)-3-((5-Methylpyrazin-2-yl)amino)cyclopentyl)amino)-2H-[1,3'-bipyridin]-2-one